diethyl ((4-cyclopropyl-1-(2,6-dichlorophenyl)-1H-1,2,3-triazol-5-yl)methyl)phosphonate C1(CC1)C=1N=NN(C1CP(OCC)(OCC)=O)C1=C(C=CC=C1Cl)Cl